3-(8-Fluoro-2-methyl-1,2,3,4-tetrahydroisochinolin-7-yl)-5-(2-fluoro-6-methylphenyl)-1H-pyrazolo[4,3-c]pyridazin-6(5H)-on FC=1C(=CC=C2CCN(CC12)C)C1=NNC=2C1=NN(C(C2)=O)C2=C(C=CC=C2C)F